C(C)OP(=O)(O)C(C=1C=C2C=CC(=CC2=CC1)C(=O)O)(F)F 6-((ethoxy(hydroxy)phosphoryl)difluoromethyl)-2-naphthoic acid